2-fluorobenzoAt FC1=C(C(=O)[O-])C=CC=C1